C(C1=CC=NC=C1)(=O)OCC#N Cyanomethyl isonicotinate